2-(tert-butyl)-9-phenyl-1,2,3,4-tetrahydroacridine C(C)(C)(C)C1CC2=C(C3=CC=CC=C3N=C2CC1)C1=CC=CC=C1